2-(3-Fluorophenyl)-3-hydroxypropionic acid methyl ester COC(C(CO)C1=CC(=CC=C1)F)=O